6'-chloro-1',2'-dihydro-5'H-spiro[piperidine-4,3'-pyrrolo[1,2-a]quinazolin]-5'-one ClC1=C2C(N=C3N(C2=CC=C1)CCC31CCNCC1)=O